(R)-3-Hydroxy-3-(3-(6-(2-((1-(2-hydroxyethyl)-3-methoxy-1H-pyrazol-4-yl)amino)pyrimidin-4-yl)pyridin-2-yl)isoxazol-5-yl)-1-methylpyrrolidin-2-one O[C@@]1(C(N(CC1)C)=O)C1=CC(=NO1)C1=NC(=CC=C1)C1=NC(=NC=C1)NC=1C(=NN(C1)CCO)OC